C(C1=CC=CC=C1)NC1CCN(CC1)C(=O)OC(C)(C)C tert-butyl 4-(benzylamino)piperidine-1-carboxylate